isopropyl (Z)-5-(4-fluorophenyl)-7-methyl-2-(4-(2-(4-methylpiperazin-1-yl)-2-oxoethoxy)benzylidene)-3-oxo-2,3-dihydro-5H-thiazolo[3,2-a]pyrimidine-6-carboxylate FC1=CC=C(C=C1)C1C(=C(N=C2N1C(/C(/S2)=C/C2=CC=C(C=C2)OCC(=O)N2CCN(CC2)C)=O)C)C(=O)OC(C)C